3,3-dimethyl-7-{[(3S)-3-methylpiperidin-1-yl]methyl}-N-{3-[(1r,3s)-3-methyl-1-(4-methyl-1,2,4-triazol-3-yl)cyclobutyl]phenyl}-2H-furo[3,2-b]pyridine-5-carboxamide CC1(COC=2C1=NC(=CC2CN2C[C@H](CCC2)C)C(=O)NC2=CC(=CC=C2)C2(CC(C2)C)C2=NN=CN2C)C